(carbonyl)rhodium (I) hydride C(=O)=[RhH]